methyl 7-chloro-5-methylthieno[3,2-b]pyridine-3-carboxylate ClC1=C2C(=NC(=C1)C)C(=CS2)C(=O)OC